C1CC12CCN(CC2)C=2C=C1CCN=CC1=CC2 6-(6-azaspiro[2.5]octane-6-yl)-3,4-dihydroisoquinoline